C(C)(=O)O.C(C)(=O)OC=C vinyl acetate (acetate)